C1(=CC=CC=C1)[I+]C=1C=CC=2N(C3=CC=C(C=C3C2C1)C(C1=CC=CC=C1)=O)CC phenyl-(6-benzoyl-9-ethyl-9H-carbazol-3-yl)iodonium